(3R,4aR,5S,6S,6aS,10S,10aR,10bS)-3-Ethenyl-6,10,10b-trihydroxy-3,4a,7,7,10a-pentamethyl-1-oxododecahydro-1H-naphtho[2,1-b]pyran-5-yl acetate C(C)(=O)O[C@H]1[C@H]([C@H]2C(CC[C@@H]([C@@]2([C@@]2([C@@]1(O[C@@](CC2=O)(C)C=C)C)O)C)O)(C)C)O